COC1=NC(=CC=C1C=1C=NN2C1N=C(C=C2)N(CCCN(C(OC(C)C)=O)C)C)C isopropyl (3-((3-(2-methoxy-6-methylpyridin-3-yl)pyrazolo[1,5-a]pyrimidin-5-yl)(methyl)amino)propyl)(methyl)carbamate